tetraethylene glycol bis-(2-ethylhexanoate) C(C)C(C(=O)OCCOCCOCCOCCOC(C(CCCC)CC)=O)CCCC